O,O-bis(2-ethylhexyl) S-hydrogen phosphorothioate P(OCC(CCCC)CC)(OCC(CCCC)CC)(S)=O